(2S,3R,4S)-2-[2-(4-morpholinyl)ethyl]-3,4-pyrrolidindiol N1(CCOCC1)CC[C@@H]1NC[C@@H]([C@@H]1O)O